2-propenoic acid, 2-[ethyl[(pentadecafluoroheptyl)sulfonyl]amino]ethyl ester C(C=C)(=O)OCCN(S(=O)(=O)C(C(C(C(C(C(C(F)(F)F)(F)F)(F)F)(F)F)(F)F)(F)F)(F)F)CC